COC(=O)[C@H](CCC(C)(C)C)NC(=O)C=1C=CC(=NC1)OC=1C=C(OC2CN(C2)C(=O)OC2=CC=C(C=C2)[N+](=O)[O-])C=CC1 (4-nitrophenyl) 3-[3-[[5-[[(1S)-1-methoxycarbonyl-4,4-dimethyl-pentyl]carbamoyl]-2-pyridyl]oxy]phenoxy]azetidine-1-carboxylate